Cl.FC(C=1C=C(OC2CC(C2)NCC2=C3C=CN=CC3=CC=C2F)C=CC1F)F (1r,3r)-3-(3-(difluoromethyl)-4-fluorophenoxy)-N-((6-fluoroisoquinolin-5-yl)methyl)cyclobutan-1-amine hydrochloride